methyl 1-[4-(1,3-dioxolan-2-yl)-2-fluoro-3-[(4-methoxyphenyl)methoxy] phenyl]cyclopropane-1-carboxylate O1C(OCC1)C1=C(C(=C(C=C1)C1(CC1)C(=O)OC)F)OCC1=CC=C(C=C1)OC